COC1=CC=CC=2NC(=NC21)CN(S(=O)(=O)C=2C=C(C=C1C=NNC21)C)C N-((4-methoxy-1H-benzo[d]imidazol-2-yl)methyl)-N,5-dimethyl-1H-indazole-7-sulfonamide